2,5-diaminopyridine dihydrochloride Cl.Cl.NC1=NC=C(C=C1)N